2,4,6-trimethyl-2,4,6-trifluoropropyl-cyclotrisiloxane CC(C[SiH]1O[Si](O[Si](O1)(F)C)(F)C)(C)F